3,6-di(benzyl)-2,5-diketopiperazine C(C1=CC=CC=C1)C1C(NC(C(N1)=O)CC1=CC=CC=C1)=O